5-(4-methoxybenzyl)-5-methyl-2-((4-(pyrrolidin-1-yl)butyl)thio)-4,5-dihydro-1H-imidazole COC1=CC=C(CC2(CN=C(N2)SCCCCN2CCCC2)C)C=C1